C(CCC)C(CO)(CO)CC 2-butyl-2-Ethyl-1,3-propanediol